C(C)(C)(C)OC(=O)N1CC2=CC=C(C=C2C1)OCCCBr 5-(3-Bromo-propoxy)-1,3-dihydro-isoindole-2-carboxylic acid tert-butyl ester